Methyl O-acetyl-N-((S)-2-(4-cyclohexyl-1-oxoisoindolin-2-yl)-3-hydroxypropanoyl)-L-serinate C(C)(=O)OC[C@H](NC([C@H](CO)N1C(C2=CC=CC(=C2C1)C1CCCCC1)=O)=O)C(=O)OC